IC1=CC=C(C=C1)N1CCCCC1 (4-iodophenyl)piperidin